9-Fluoropyrido[2',3':4,5]pyrimido[1,2-a]indol-5(11H)-one FC1=CC=2CC=3N(C2C=C1)C(C1=C(N3)N=CC=C1)=O